2-(((1S,2S)-2-((4-(8-chloro-5,6-dihydro-1H-benzo[5,6]cyclohepta[1,2-b]pyridin-11-ylidene)piperidin-1-yl)methyl)cyclohexyl)methyl)hexahydro-1H-isoindole-1,3(2H)-dione ClC=1C=CC2=C(CCC3=C(NCC=C3)C2=C2CCN(CC2)C[C@@H]2[C@H](CCCC2)CN2C(C3CCCCC3C2=O)=O)C1